(tetramethylene 2-methylbutylene) ether CC1CCCCCOCC1